2-(4-fluoro-2-methoxyphenoxy)-N-(3-sulfamoylphenyl)-4-(trifluoromethoxy)benzamide 3-amino-5-(5,6,7,8-tetrahydro-[1,2,4]triazolo[4,3-a]pyridin-3-yl)piperidine-1-carboxylate NC1CN(CC(C1)C1=NN=C2N1CCCC2)C(=O)O.FC2=CC(=C(OC1=C(C(=O)NC3=CC(=CC=C3)S(N)(=O)=O)C=CC(=C1)OC(F)(F)F)C=C2)OC